[(5-methylfuran-2-yl)methyl]-3-{[6-(piperidin-4-yl)pyridazin-3-yl]amino}benzamide CC1=CC=C(O1)CC1=C(C(=O)N)C=CC=C1NC=1N=NC(=CC1)C1CCNCC1